NCCOCCOCCOCCNCC1=CC(=C2CN(C(C2=C1)=O)C1=NC(=CC(=C1)C=1N(N=CC1C1=NN=CN1C)C)NCC)C(F)(F)F 6-(13-amino-5,8,11-trioxa-2-azatridecan-1-yl)-2-[6-(ethylamino)-4-[2-methyl-4-(4-methyl-1,2,4-triazol-3-yl)pyrazol-3-yl]pyridin-2-yl]-4-(trifluoromethyl)-3H-isoindol-1-one